2-(3-chlorophenyl)-N-(6-(((6-cyclopropylimidazo[1,2-a]pyridin-2-yl)methyl)amino)pyridazin-4-yl)cyclopropane-1-carboxamide ClC=1C=C(C=CC1)C1C(C1)C(=O)NC1=CN=NC(=C1)NCC=1N=C2N(C=C(C=C2)C2CC2)C1